ClC1=C(C=CC=C1F)C(C1CC1)NC=1C(=NC(=NC1)C(=O)N[C@H](C)\C=C\S(=O)(=O)C)C(F)(F)F 5-(((2-chloro-3-fluorophenyl)(cyclopropyl)methyl)amino)-N-((R,E)-4-(methylsulfonyl)but-3-en-2-yl)-4-(trifluoromethyl)pyrimidine-2-carboxamide